ClC1=C2C(=NC=C1C=1C=C(C=CC1)N1C(CN(CC1)C(=O)OC(C)(C)C)=O)NC=C2CC(F)F tert-butyl 4-(3-(4-chloro-3-(2,2-difluoroethyl)-1H-pyrrolo[2,3-b]pyridin-5-yl)phenyl)-3-oxopiperazine-1-carboxylate